2-(4,5-diphenyloxazol-2-yl)sulfanyl-N-methyl-acetamide C1(=CC=CC=C1)C=1N=C(OC1C1=CC=CC=C1)SCC(=O)NC